Methyl-2-((3,4-dichlorophenyl)carbamoyl)-1,2,3,4-tetrahydroisoquinoline CC1N(CCC2=CC=CC=C12)C(NC1=CC(=C(C=C1)Cl)Cl)=O